BrC1=C(OCC=2N=NN(C2)C2=C(SC=C2)C(=O)N)C=CC(=C1)F [4-[(2-bromo-4-fluorophenoxy)methyl]-1H-1,2,3-triazol-1-yl]thiophene-2-carboxamide